P(=S)(OC1=CC=CC=C1)(OC([C@@H](NC(C)C)C)=O)[O-] phenyl (isopropyl-L-alaninyl) thiophosphate